C(C)(=O)O.CC1=CC=C(C=C1)S(=O)(=O)OC methyl p-toluenesulfonate acetate